C(C)(C)NC(OC1CCC(CC1)C(N(CC12CCC(CC1)(CC2)C2=CC(=C(C=C2)OC)C)C2=NC=CC(=C2)C=2C=NN(C2)C(C)C)=O)=O 4-((4-(1-Isopropyl-1H-pyrazol-4-yl)pyridin-2-yl)((4-(4-methoxy-3-methylphenyl)bicyclo[2.2.2]octan-1-yl)methyl) carbamoyl)cyclohexyl trans-isopropylcarbamate